ethyl-1-(2-hydroxy-2-methylpropyl)-5-(trifluoromethyl)-1H-pyrazole C(C)C1=NN(C(=C1)C(F)(F)F)CC(C)(C)O